3-methylbenzyl benzoate C(C1=CC=CC=C1)(=O)OCC1=CC(=CC=C1)C